7-bromo-4-(4-fluorophenyl)-3-isopropyl-6-methyl-1H-quinolin-2-one BrC1=C(C=C2C(=C(C(NC2=C1)=O)C(C)C)C1=CC=C(C=C1)F)C